CC(C#N)C1=CC(=C(C=C1)C1=CC=CC=C1)F methyl-(2-fluoro-4-biphenylyl)acetonitrile